tert-butyl 3,4-dihydroisoquinoline-2(1H)-carboxylate C1N(CCC2=CC=CC=C12)C(=O)OC(C)(C)C